C=C(C(=O)[O-])C(=O)[O-] Methylenmalonat